C(#N)C=1C=NC2=CC=C(C=C2N1)C(=O)C=1C(=C(C=CC1F)NC(=O)NC1=CC(=CC=C1)F)F 1-(3-(3-cyanoquinoxaline-6-carbonyl)-2,4-difluorophenyl)-3-(3-fluorophenyl)urea